NCCC(=O)N1CCN(CC1)C1=NC=NC2=C(C(=C(C=C12)Cl)C1=C2C=NNC2=CC=C1C)F 3-amino-1-(4-(6-chloro-8-fluoro-7-(5-methyl-1H-indazol-4-yl)quinazolin-4-yl)piperazin-1-yl)propan-1-one